6-((2-methoxyethoxy)methoxy)-4-oxo-4H-chromene-3-boronic acid COCCOCOC=1C=C2C(C(=COC2=CC1)B(O)O)=O